C(C)(=O)O[C@H]1[C@@H](OC2=C(C=C(C(=C2)Cl)Cl)Cl)O[C@@H]([C@@H]([C@@H]1N=[N+]=[N-])OC(C)=O)COC(C)=O 2,4,5-Trichlorophenyl 2,4,6-tri-O-acetyl-3-azido-3-deoxy-α-D-galactopyranoside